bis[(biphenylyl)carbazoyl]biphenyl C1(=C(C=CC=C1)N(C(=O)C1=CC=C(C=C1)C1=CC=C(C=C1)C(N(N)C1=C(C=CC=C1)C1=CC=CC=C1)=O)N)C1=CC=CC=C1